1-(4-(hydroxymethyl)phenyl)-5-methoxy-1H-pyrazole-3-carbonitrile OCC1=CC=C(C=C1)N1N=C(C=C1OC)C#N